1-(3-(4-chloro-3-(2,2-difluoroethyl)-1H-pyrrolo[2,3-b]pyridin-5-yl)phenyl)-4-(methylsulfonyl)piperazin-2-one ClC1=C2C(=NC=C1C=1C=C(C=CC1)N1C(CN(CC1)S(=O)(=O)C)=O)NC=C2CC(F)F